Benzyl-4-oxoazetidine-2-carboxylate C(C1=CC=CC=C1)OC(=O)C1NC(C1)=O